1-((6-(3-(2,6-dichlorophenyl)azetidin-1-yl)pyridin-3-yl)methyl)-3-methyl-azetidin-3-ol ClC1=C(C(=CC=C1)Cl)C1CN(C1)C1=CC=C(C=N1)CN1CC(C1)(O)C